3-Carbamoyl-1-(3,4-dihydroxy-5-(((methoxy(3-(nonyloxy)propoxy)phosphoryl)oxy)methyl)tetrahydrofuran-2-yl)pyridin-1-ium Trifluoroacetate Salt FC(C(=O)[O-])(F)F.C(N)(=O)C=1C=[N+](C=CC1)C1OC(C(C1O)O)COP(=O)(OCCCOCCCCCCCCC)OC